(5-chloro-1,3-benzodioxol-4-yl)boronic acid ClC1=C(C2=C(OCO2)C=C1)B(O)O